1-cyclobutyl-3,4-dimethylpyrrolo[2,3-b]pyridine-5-carboxylic acid C1(CCC1)N1C=C(C=2C1=NC=C(C2C)C(=O)O)C